C(C)[C@H]1COCCN1C=1C=C2C(=CC=NC2=CC1)C(=O)OC(C)(C)C tert-Butyl (S)-6-(3-ethylmorpholino)quinoline-4-carboxylate